CN1CC=2C(C3=CC=CC(=C13)N)=NN(C2)C2COC2 5-methyl-2-(oxetan-3-yl)-4,5-dihydro-2H-pyrazolo[4,3-c]Quinoline-6-amine